C(C)(C)(C)OC(=O)N1C[C@H](NCC1)C (3R)-3-methylpiperazine-1-carboxylic acid tert-butyl ester